C1=C(C=CC2=CC=CC=C12)C1=C2C=CC=CC2=C(C2=CC=CC=C12)OB(O)O (10-(naphthalen-2-yl)anthracen-9-yl)boric acid